4-((4-(2-(tert-Butyl)oxazol-4-yl)pyridin-2-yl)((4-(4-methoxy-3-methylphenyl)bicyclo[2.2.2]octan-1-yl)methyl)carbamoyl)(trans-cyclohexyl) oxetan-3-ylcarbamate O1CC(C1)NC(O[C@@H]1CC[C@H](CC1)C(N(CC12CCC(CC1)(CC2)C2=CC(=C(C=C2)OC)C)C2=NC=CC(=C2)C=2N=C(OC2)C(C)(C)C)=O)=O